1-(4-(benzylamino)-5,6,7,8-tetrahydropyrido[2,3-d]Pyrimidin-2-yl)-2-methyl-1H-indole-4-carboxamide C(C1=CC=CC=C1)NC=1C2=C(N=C(N1)N1C(=CC=3C(=CC=CC13)C(=O)N)C)NCCC2